2-amino-5-(2-hydroxyethyl)-6-methyl-4(3H)-pyrimidinone NC1=NC(=C(C(N1)=O)CCO)C